octanoic acid 3-butylheptyl ester C(CCC)C(CCOC(CCCCCCC)=O)CCCC